tert-butyl (2R,3S)-2-[(6-chloropyrazolo[3,4-d]pyrimidin-1-yl)methyl]-3-fluoro-pyrrolidine-1-carboxylate ClC1=NC=C2C(=N1)N(N=C2)C[C@H]2N(CC[C@@H]2F)C(=O)OC(C)(C)C